P(O)(O)N.N1C(=O)NC(=O)C(C)=C1 thymine phosphoramidite